FC1=C2C=3C=CC(=C(C[C@]4(C[C@H](CC4)NS(=O)(=O)C)C=4OC=C(COC2=C(C=C1)F)N4)C3)F N-[(1'S,14R)-3,6,17-trifluorospiro[8,12-dioxa-21-azatetracyclo[14.3.1.110,13.02,7]henicosa-1(20),2,4,6,10,13(21),16,18-octaene-14,3'-cyclopentane]-1'-yl]methanesulfonamide